(methyl-amino)acetate CNCC(=O)[O-]